BrC1=CC(=C(O[C@H](CCC(=O)[O-])CF)C=C1F)C(CC)=O (R)-2-(4-bromo-5-fluoro-2-propionylphenoxy)-3-fluoropropylacetate